C(C)C1=C(OC2=C1C=CC=C2)C(C)=O 1-(3-ethyl-1-benzofuran-2-yl)ethan-1-one